C12CCC=CCCC2C1CO exo-bicyclo[6.1.0]Non-4-en-9-ylmethanol